CN1CCN(CC1)C1=NNC2=CC(=CC=C12)[N+](=O)[O-] 3-(4-methylpiperazin-1-yl)-6-nitro-1H-indazole